S1(C=NC2=C1C=CC=C2)NC2=C(C=C(N=N2)N(C=2SC=C(N2)C(=O)O)CC(CO)O)C 2-[[6-(1,3-benzothiazol-1-ylamino)-5-methyl-pyridazin-3-yl]-(2,3-dihydroxypropyl)amino]thiazole-4-carboxylic acid